CN(CCCNC=1C=C(C=CC1)N1N=C(C2=C1N(C([C@H]([C@H]2C2=CC=C(C=C2)F)NC(C2=CC(=CC=C2)C(F)(F)F)=O)=O)CC)C)C |r| N-[rac-(4S,5S)-1-[3-[3-(dimethylamino)propylamino]phenyl]-7-ethyl-4-(4-fluorophenyl)-3-methyl-6-oxo-4,5-dihydropyrazolo[3,4-b]pyridine-5-yl]-3-(trifluoromethyl)benzamide